C(C)(C)(C)OC(N(C)CCOCC1=NOC(=C1Br)C(C)C)=O N-[2-[(4-bromo-5-isopropyl-isoxazol-3-yl)methoxy]ethyl]-N-methyl-carbamic acid tert-butyl ester